ClC=1C(=CC(=NC1)OC)C1=CC(=NN1)C(=O)N1CC2COCC(C1)C2C(=O)NCC2=CC(=CC=C2)Cl 7-[5-(5-chloro-2-methoxypyridin-4-yl)-1H-pyrazole-3-carbonyl]-N-[(3-chlorophenyl)methyl]-3-oxa-7-azabicyclo[3.3.1]nonane-9-carboxamide